1-[2-(4-benzyloxy-5-methyl-2-propyl-pyrazol-3-yl)-5-(hydroxymethyl)oxazol-4-yl]-N-[(2,4-dimethoxyphenyl)methyl]-5-methyl-pyrazolo[3,4-C]pyridine-3-carboxamide C(C1=CC=CC=C1)OC1=C(N(N=C1C)CCC)C=1OC(=C(N1)N1N=C(C=2C1=CN=C(C2)C)C(=O)NCC2=C(C=C(C=C2)OC)OC)CO